(-)-1-(1-naphthyl)ethylamine C1(=CC=CC2=CC=CC=C12)C(C)N